cis-2,2-dimethyl-N-(5-methylpyrrolidine-3-yl)-3-((3-(trifluoromethyl)pyridin-2-yl)oxy)propanamide CC(C(=O)N[C@@H]1CN[C@@H](C1)C)(COC1=NC=CC=C1C(F)(F)F)C